Ethyl 4-(4-((1S,4S,5S)-2-Azabicyclo[2.2.1]heptan-5-yl)phenyl)-7-(4-(trifluoromethyl)phenyl)-2-naphthoate [C@H]12NC[C@H]([C@H](C1)C1=CC=C(C=C1)C1=CC(=CC3=CC(=CC=C13)C1=CC=C(C=C1)C(F)(F)F)C(=O)OCC)C2